[Ga].[In].[Ag].[Cu] copper-silver-indium-gallium